FC1=CC=C(C=C1)C1=CN=C(O1)SC 5-(4-fluorophenyl)-2-(methylthio)oxazole